(6R,9R)-9-((methylamino)methyl)-6,9-dihydro-7H-[1,3]dioxolo[4,5-h]isochromen-6-ol CNC[C@@H]1OC[C@@H](C=2C=CC3=C(C12)OCO3)O